C1C2N(CCN1C(C(=O)N1CCN(C3=CC=CC=C13)C1=CC=CC=C1)C)CCC2 2-(hexahydropyrrolo[1,2-a]pyrazine-2(1H)-yl)-1-(4-phenyl-3,4-dihydroquinoxalin-1(2H)-yl)propan-1-one